2,2-difluoroethyl carbonochloridate C(OCC(F)F)(=O)Cl